N-(1-(5-(3-cyano-6-ethoxypyrazolo[1,5-a]pyridin-4-yl)pyridin-2-yl)-4-(((2-hydroxy-2-methylpropyl)amino)methyl)piperidin-4-yl)-5-fluoro-2-methylbenzamide C(#N)C=1C=NN2C1C(=CC(=C2)OCC)C=2C=CC(=NC2)N2CCC(CC2)(CNCC(C)(C)O)NC(C2=C(C=CC(=C2)F)C)=O